C(C)(=O)C1=NN(C2=CC=C(C=C12)C=1C=NC(=CC1)C)CC(=O)O 2-(3-acetyl-5-(6-methylpyridin-3-yl)-1H-indazol-1-yl)acetic acid